2-[(3-bromo-5-chlorophenyl)amino]-N-(4-fluoro-phenyl)-N-methylacetamide BrC=1C=C(C=C(C1)Cl)NCC(=O)N(C)C1=CC=C(C=C1)F